[Si](C)(C)(C(C)(C)C)OCCCNCCCCCC(=O)OC(CCCCCC)CCCCCC tridecan-7-yl 6-((3-((tert-butyldimethylsilyl)oxy)propyl)amino)hexanoate